O(S(=O)(=O)C(F)(F)F)C1=C(CCC2=CC=CC=C12)OC(C)(C)C (tert-butoxy)-3,4-dihydronaphthalen-1-yl triflate